Tert-butyl 3-bromo-4-((trimethylsilyl)ethynyl)benzylcarbamate BrC=1C=C(CNC(OC(C)(C)C)=O)C=CC1C#C[Si](C)(C)C